8-(1-(oxetan-3-yl)-1H-pyrazolo[3,4-b]pyrazin-6-yl)-2-(5-(trifluoromethyl)pyridin-2-yl)-2,8-diazaspiro[4.5]decan-3-one O1CC(C1)N1N=CC=2C1=NC(=CN2)N2CCC1(CC(N(C1)C1=NC=C(C=C1)C(F)(F)F)=O)CC2